4-cyano-4-(3-cyclopentyloxy-4-methoxy-phenyl)-cyclohexanecarboxylic acid 2-diethylaminoethyl ester C(C)N(CCOC(=O)C1CCC(CC1)(C1=CC(=C(C=C1)OC)OC1CCCC1)C#N)CC